N1CC(C1)N1N=C(C=C1)OC 1-(azetidin-3-yl)-3-methoxy-1H-pyrazole